N-(3-chloro-4-fluorophenyl)-9-(1-ethyl-1,2,3,6-tetrahydropyridin-4-yl)1-methyl-6,7-dihydro-5H-benzo[c][1,2,3]triazolo[1,5-a]azepin-7-amine ClC=1C=C(C=CC1F)NC1C2=C(C=3N(CC1)N=NC3C)C=CC(=C2)C=2CCN(CC2)CC